1-(2,4-Dioxo-3-((2-(trimethylsilyl)ethoxy)methyl)-1,3-diazadispiro[4.1.57.15]tridecan-10-yl)-3-propylpyrimidine-2,4,6(1H,3H,5H)-trione O=C1NC2(C(N1COCC[Si](C)(C)C)=O)CC1(CCC(CC1)N1C(N(C(CC1=O)=O)CCC)=O)C2